C(C)(C)(C)OC(NC=1C=C2CCCOC2=C(C1)Br)=O (8-Bromochroman-6-yl)carbamic acid tert-butyl ester